C1(=C(C=CC=C1)N(C=1C=CC=C2C1OC1=C2C=2C=CC=CC2C=C1)C1=CC=CC=2C(C3=CC=CC=C3C12)(C)C)C1=CC=CC=C1 N-(1,1'-biphenyl-2-yl)-N-(9,9-dimethyl-9H-fluoren-4-yl)benzo[b]naphtho[1,2-d]furan-8-amine